CNC1=C(C=C(C=C1)C=1N=NNN1)[N+](=O)[O-] N-methyl-2-nitro-4-(2H-tetrazol-5-yl)aniline